OC1CCC2=C(C=3CCCC3C=C12)NC(=O)N=[S@](=O)(N)C1=CN=C(S1)C(C)(C)O (R)-N'-((1-hydroxy-1,2,3,5,6,7-hexahydro-s-indacen-4-yl)carbamoyl)-2-(2-hydroxypropan-2-yl)thiazole-5-sulfonimidamide